Ethyl 4-bromo-1-(4-chlorobenzoyl)pyrrolo[1,2-a]quinoline-3-carboxylate BrC=1C=2N(C3=CC=CC=C3C1)C(=CC2C(=O)OCC)C(C2=CC=C(C=C2)Cl)=O